2-Amino-4-hydroxyethylaminoanisol-sulfat S(=O)(=O)(O)O.NC1=C(C=CC(=C1)NCCO)OC